2-hydroxy-3-hexadecyl-1,2,3-propanetricarboxylic acid OC(CC(=O)O)(C(C(=O)O)CCCCCCCCCCCCCCCC)C(=O)O